3-amino-4-(cyclohexylamino)-N-(2-(4-methylpiperazin-1-yl)ethyl)benzenesulfonamide NC=1C=C(C=CC1NC1CCCCC1)S(=O)(=O)NCCN1CCN(CC1)C